4,11,11-Trimethyl-8-methyl-bicyclo[7.2.0]undec-3-ene CC1=CCC2C(CC2C(CCC1)C)(C)C